4-((hydroxyamino) methyl)-2-methylbenzoate hydrochloride Cl.ONCC1=CC(=C(C(=O)O)C=C1)C